6-[2-cyano-3-[[ethyl(methyl)sulfamoyl]amino]phenoxy]-3-[7-[2-[4-[4-[(2,6-dioxopiperidin-3-yl)amino]-2-fluorophenyl]piperidin-1-yl]acetyl]-7-azaspiro[3.5]nonan-2-yl]-4-oxoquinazoline C(#N)C1=C(OC=2C=C3C(N(C=NC3=CC2)C2CC3(C2)CCN(CC3)C(CN3CCC(CC3)C3=C(C=C(C=C3)NC3C(NC(CC3)=O)=O)F)=O)=O)C=CC=C1NS(N(C)CC)(=O)=O